N1(N=CC=C1)CC1=C(C=C(C(=O)OC2=C(C(=C(C(=C2F)F)F)F)F)C=C1)OC(F)F Perfluorophenyl 4-((1H-pyrazol-1-yl)methyl)-3-(difluoromethoxy)benzoate